NCCC(=O)N1CC(NC2=CC=CC=C12)=O 4-(3-aminopropionyl)-3,4-dihydroquinoxalin-2(1H)-one